BrC1=C(N)C(=CC=C1)C(=C)C1=C(C=CC=C1)C(F)(F)F 2-bromo-6-(1-(2-(trifluoromethyl)phenyl)ethenyl)Aniline